C(N)(OC(CC1=CC=C(C=C1)OC)=O)=O 4-methoxyphenylacetyl carbamate